O1COC2=C1C=CC(=C2)CC2(NC(=NC(=C2)C=2C=C1C=CNC1=CC2)N)N 4-(benzo[d][1,3]dioxol-5-ylmethyl)-6-(1H-indol-5-yl)pyrimidine-2,4-diamine